3-chloro-1-(difluoromethyl)-1H-indazole-5-carboxylic acid methyl ester COC(=O)C=1C=C2C(=NN(C2=CC1)C(F)F)Cl